3,13-dihydroxytetradecanoic acid OC(CC(=O)O)CCCCCCCCCC(C)O